tert-Butyl (3-chloro-2-(4-((5-cyano-6-(2H-1,2,3-triazol-2-yl)pyridin-3-yl)carbamoyl)-5-(trifluoromethyl)-1H-pyrazol-1-yl)pyridin-4-yl)carbamate ClC=1C(=NC=CC1NC(OC(C)(C)C)=O)N1N=CC(=C1C(F)(F)F)C(NC=1C=NC(=C(C1)C#N)N1N=CC=N1)=O